COC1=C(C(=NC=C1C)CS(=O)C1=NC2=C(N1)C=CC(=C2)OC(C2=CC=C(C=C2)C(C)(C)C)=O)C 4-(Tert-butyl)benzoic acid 2-(((4-methoxy-3,5-dimethylpyridin-2-yl) methyl) sulfinyl)-1H-benzo[d]imidazol-5-yl ester